NC1=CN=C(C=C1C(=O)N1[C@@H](CN(CC1)C(=O)OC(C)(C)C)C(=O)OC)C1=CC(=CC(=C1)C(F)(F)F)C(F)(F)F 1-(tert-butyl) 3-methyl (S)-4-(5-amino-2-(3,5-bis(trifluoromethyl)phenyl)isonicotinoyl)piperazine-1,3-dicarboxylate